FC1=C(C=C(C(=C1)F)C)C1=CN=C(C=2N1C=CN2)NC=2C=NN(C2)[C@H]2C[C@H](C2)CCO 2-((cis)-3-(4-((5-(2,4-difluoro-5-methylphenyl)imidazo[1,2-a]pyrazin-8-yl)amino)-1H-pyrazol-1-yl)cyclobutyl)ethan-1-ol